6-(4-cyclopropyl-6-methoxypyrimidin-5-yl)-1-(4-(1-isopropyl-4-(trifluoromethyl)-1H-imidazol-2-yl)-2-nitrobenzyl)-1H-pyrazolo[3,4-d]pyrimidine C1(CC1)C1=NC=NC(=C1C1=NC=C2C(=N1)N(N=C2)CC2=C(C=C(C=C2)C=2N(C=C(N2)C(F)(F)F)C(C)C)[N+](=O)[O-])OC